2-(2-Aminopyridin-4-yl)-N-(2,2-dimethyl-6-(6-(trifluoromethyl)pyridin-3-yl)-2,3-dihydrobenzofuran-5-yl)oxazole-4-carboxamide NC1=NC=CC(=C1)C=1OC=C(N1)C(=O)NC=1C(=CC2=C(CC(O2)(C)C)C1)C=1C=NC(=CC1)C(F)(F)F